(5-{5-bromo-2-[(4-chlorobenzyl)oxy]benzylidene}-4-oxo-2-thioxo-1,3-thiazolidin-3-yl)acetic acid BrC=1C=CC(=C(C=C2C(N(C(S2)=S)CC(=O)O)=O)C1)OCC1=CC=C(C=C1)Cl